O=C1N(C(C2=CC=CC=C12)=O)O[C@@H](C(=O)OC)C methyl (R)-2-((1,3-dioxoisoindolin-2-yl)oxy)propanoate